(±)-N-tert-butyl-1-(3-(4-hydroxyphenyl)propionyl)-3-methylene-2-(pyridin-2-yl)indoline-2-carboxamide C(C)(C)(C)NC(=O)[C@]1(N(C2=CC=CC=C2C1=C)C(CCC1=CC=C(C=C1)O)=O)C1=NC=CC=C1 |r|